6'-(2-(pyrrolidin-1-yl)ethoxy)-2,3'-bipyridine N1(CCCC1)CCOC1=CC=C(C=N1)C1=NC=CC=C1